NC1=CC=CC(=N1)C1=NC(=NC(=N1)NC1=CC(=CC(=C1)F)F)NC1(CC1)C (6-aminopyridin-2-yl)-N2-(3,5-difluorophenyl)-N4-(1-methylcyclopropyl)-1,3,5-triazine-2,4-diamine